FC1=C(C(=CC=C1F)F)[C@@H]1C[C@@H]2NC(C3=CN=C4C(C[C@]5(C(NC6=NC=C(/C=C/COCCCCCN(C1)C2=O)C=C56)=O)C4)=C3)=O (1S,10S,12S,22E)-12-(2,3,6-trifluorophenyl)-20-oxa-5,9,14,26,28-pentaazahexacyclo[22.5.2.11,4.13,7.110,14.027,30]tetratriaconta-3(33),4,6,22,24,26,30-heptaene-8,29,32-trione